{5-[5-(chloromethyl)-1,3,4-oxadiazol-2-yl]pyrimidin-2-yl}tetrahydropyrrole-1-carboxylic acid 2-methylpropan-2-yl ester CC(C)(C)OC(=O)N1C(CCC1)C1=NC=C(C=N1)C=1OC(=NN1)CCl